N-(2-(3-(Dimethylamino)butoxy)-5-(3'-methyl-2'-oxo-2',3'-dihydrospiro[cyclobutane-1,1'-pyrrolo[2,3-c]quinolin]-8'-yl)pyridin-3-yl)methanesulfonamide CN(C(CCOC1=NC=C(C=C1NS(=O)(=O)C)C1=CC=2C3=C(C=NC2C=C1)N(C(C31CCC1)=O)C)C)C